C(#N)C=1C=C(C=CC1)C1=NN(C(C=C1)=O)CC=1C=C(C=CC1)C1=NC=CC=C1 2-(3-((3-(3-cyanophenyl)-6-oxopyridazin-1(6H)-yl)methyl)phenyl)pyridine